NC=1C=C(C=CC1)C(CC1=NC(=NC(=N1)N[C@@H](CO)CC(C)C)NS(=O)(=O)C)C N-(4-(2-(3-aminophenyl)propyl)-6-(((R)-1-hydroxy-4-methylpent-2-yl)amino)-1,3,5-triazin-2-yl)methanesulfonamide